C(C(COC(=O)C(CO)OP(=O)(O)O)O)O glycerol 3-phosphoglycerate